6-chloro-2-(2-isopropylphenyl)-7-methyl-9-(4-(1-methyl-4-(trifluoromethyl)-1H-imidazol-2-yl)benzyl)-7,9-dihydro-8H-purin-8-imine ClC1=C2N(C(N(C2=NC(=N1)C1=C(C=CC=C1)C(C)C)CC1=CC=C(C=C1)C=1N(C=C(N1)C(F)(F)F)C)=N)C